BrC1=C(C=C(C=C1)OC)OCC=C(C)C 1-bromo-4-methoxy-2-((3-methylbut-2-en-1-yl)oxy)benzene